tert-Butyl 1-((2S,3S)-1-methyl-5-oxo-2-(pyridin-3-yl)pyrrolidin-3-yl)-1,7,13-trioxo-5,11,17-trioxa-2,8,14-triazaicosan-20-oate CN1[C@@H]([C@H](CC1=O)C(NCCOCC(NCCOCC(NCCOCCC(=O)OC(C)(C)C)=O)=O)=O)C=1C=NC=CC1